{2-[2-(benzyloxy)ethyl]-4-methoxybutyl}-4-bromo-3-methylbenzene-1,2-diamine C(C1=CC=CC=C1)OCCC(CC1=C(C(=C(C(=C1)N)N)C)Br)CCOC